FC(CCSC=1C=NC=CC1C(=O)NCCC(C)C)(C1=CC=C(C=C1)F)F 3-[[3,3-Difluoro-3-(4-fluorophenyl)-propyl]sulfanyl]-N-(3-methyl-butyl)-pyridine-4-carboxylic acid amide